FC1=C(C=CC(=C1NC)F)NC(C1=CC=CC=C1)=O N-(2,4-difluoro-3-(methylamino)phenyl)benzamide